The molecule is a lignan that is tetrahydro-1H,3H-furo[3,4-c]furan-1-one substituted by a 3-hydroxy-4,5-dimethoxyphenyl at position 3 and a 3-hydroxy-4,5-dimethoxyphenyl group at position 5. Isolated from the rhizomes of Imperata cylindrica, it exhibits vasodilative activity. It has a role as a metabolite and a vasodilator agent. It is a lignan, a gamma-lactone, a member of methoxybenzenes and a member of phenols. COC1=CC(=CC(=C1)O)[C@H]2[C@H]3[C@@H](CO2)[C@@H](OC3=O)C4=CC(=C(C(=C4)OC)OC)O